1-(3-chloro-4-(2-(methylamino)-9,10-dihydro-8H-pyrido[1,6-a:2,3-d']dipyrimidin-6-yl)phenyl)-3-methylpyrazin-2(1H)-one ClC=1C=C(C=CC1C1=CC2=C(N=C(N=C2)NC)N2C1=NCCC2)N2C(C(=NC=C2)C)=O